2-[6-[4-Chloro-3-(difluoromethyl)phenyl]pyrazolo[3,4-b]pyrazin-1-yl]-N,N-dimethyl-acetamide ClC1=C(C=C(C=C1)C1=CN=C2C(=N1)N(N=C2)CC(=O)N(C)C)C(F)F